ClC1=CC=C(C[C@@H]2N(C[C@@H](OC2)C)C2CCN(CC2)C2=NC(=NN2)N)C=C1 5-(4-((2S,5S)-5-(4-chlorobenzyl)-2-methylmorpholino)piperidine-1-yl)-1H-1,2,4-triazole-3-amine